2-(1H-PYRROL-1-YL)PROPANAL N1(C=CC=C1)C(C=O)C